NC1=NC=NC=2N(C3=CC(=C(C=C3C21)F)F)CC(=O)O 2-(4-amino-6,7-difluoro-9H-pyrimido[4,5-b]indol-9-yl)acetic acid